ClC1=C(C=CC(=C1)C(F)(F)F)N1CCN(CC1)C(=O)OC(C)(C)C tert-butyl 4-[2-chloro-4-(trifluoromethyl)phenyl]piperazine-1-carboxylate